C(C)(C)(C)NC1=NC(=C(C2=C1CN1[C@@H](CO2)CN(CC1)C(=O)OC(C)(C)C)Cl)C1=C(C=CC=C1O)F tert-butyl (6aR)-1-(tert-butylamino)-4-chloro-3-(2-fluoro-6-hydroxyphenyl)-6a,7,9,10-tetrahydro-6H-pyrazino[2,1-c]pyrido[3,4-f][1,4]oxazepine-8(12H)-carboxylate